(S)-2,2-dimethyl-8-oxo-2,3,4,8-tetrahydropyrano[3,2-g]chromen-3-yl 3-(benzo[d][1,3]dioxol-5-yl)propanoate O1COC2=C1C=CC(=C2)CCC(=O)O[C@@H]2C(OC1=CC3=C(C=C1C2)C=CC(O3)=O)(C)C